[(2R)-4-[5-chloro-4-[[(1R)-1-(2,4-dichlorophenyl)ethyl]amino]pyrimidin-2-yl]-2-methyl-piperazin-1-yl]-[(2R)-pyrrolidin-2-yl]methanone ClC=1C(=NC(=NC1)N1C[C@H](N(CC1)C(=O)[C@@H]1NCCC1)C)N[C@H](C)C1=C(C=C(C=C1)Cl)Cl